2,6-bis(benzyloxy)-3-bromo-pyridine C(C1=CC=CC=C1)OC1=NC(=CC=C1Br)OCC1=CC=CC=C1